N'-(4-trifluoromethyl-phenyl)-4-[5-(trifluoromethyl)-1,2,4-oxadiazol-3-yl]benzoyl-hydrazine FC(C1=CC=C(C=C1)NNC(C1=CC=C(C=C1)C1=NOC(=N1)C(F)(F)F)=O)(F)F